O.OCC[N+](C)(C)C Choline Water